C(C)OC(=O)C1CC2=CC(=CC(=C2C1)F)N(C(=O)OC(C)(C)C)C(=O)OC(C)(C)C 6-[bis(t-butoxycarbonyl)amino]-4-fluoro-indane-2-carboxylic acid ethyl ester